C1(=CC=CC=C1)C1=CC=C(C=C1)C1=C(C=C(C=C1)C1=CC=CC=C1)C1=C(C=2C3=CC(=CC(=C3C3=CC=C(C=C3C2C(=C1)C1=CC=CC=C1)Br)C1=CC=CC=C1)Br)C1=CC=CC=C1 2-([1,1':4',1'':4'',1'''-quaterphenyl]-2''-yl)-6,11-dibromo-1,4,9-triphenyltriphenylene